(7-bromo-6-chloroquinazolin-2-yl)(1-cyclopropyl-5-methyl-1H-pyrazol-4-yl)carbamic acid tert-butyl ester C(C)(C)(C)OC(N(C=1C=NN(C1C)C1CC1)C1=NC2=CC(=C(C=C2C=N1)Cl)Br)=O